(ethyl)-n-butyl phthalate C(C=1C(C(=O)[O-])=CC=CC1)(=O)OCCCCCC